6-amino-1-hydroxy-2-isopropyl-2,3-dihydro-1H-indene-2-carboxylic acid methyl ester COC(=O)C1(C(C2=CC(=CC=C2C1)N)O)C(C)C